C(C)(C)(C)C1=C(C=CC=C1)C1=NC=CC2=CC=C3C(=C12)C=CS3 (tert-butylphenyl)thienoisoquinoline